C(C)(CC)NC(=O)C1=CC(=NN1[C@@H](C)C1=CC=CC=C1)C(=O)NC N5-(sec-Butyl)-N3-methyl-1-((S)-1-phenylethyl)-1H-pyrazole-3,5-dicarboxamide